2-Butenen C=C=CC